The molecule is an (omega-1)-hydroxy fatty acid anion resulting from the deprotonation of the carboxy group of 19-hydroxyicosanoic acid. The major species at pH 7.3 It is an (omega-1)-hydroxy fatty acid anion and a hydroxy fatty acid anion 20:0. It is a conjugate base of a 19-hydroxyicosanoic acid. CC(CCCCCCCCCCCCCCCCCC(=O)[O-])O